C(C1=CC=CC=C1)(=O)NC1=NC2=C(N1)C(=CC(=C2)C2CCN(CC2)C(=O)OC(C)(C)C)F tert-butyl 4-(2-benzamido-7-fluoro-1H-benzo[d]imidazol-5-yl)piperidine-1-carboxylate